C(C)(C)(C)OC(=O)N1CC2(C1)CC(C2)=CC2=C(C=CC=C2)OC.COC2=C(CC1CC3(CN(C3)C(=O)OC(C)(C)C)C1)C=CC=C2 tert-Butyl 6-(2-methoxybenzyl)-2-azaspiro[3.3]heptane-2-carboxylate tert-Butyl-6-(2-methoxybenzylidene)-2-azaspiro[3.3]heptane-2-carboxylate